OC=1C(OC2=C(C1)C(=CC(=C2)O)O)C2=CC=CC=C2 3,5,7-trihydroxy-2-phenylbenzopyran